(3R,5R,8R,9R,10S,13S,14S,17S)-3-(ethoxymethyl)-3-hydroxy-13-methyl-N-(3-methylpyridin-2-yl)hexadecahydro-1H-cyclopenta[a]phenanthrene-17-carboxamide C(C)OC[C@]1(CC[C@@H]2[C@H]3CC[C@@]4([C@H](CC[C@H]4[C@@H]3CC[C@@H]2C1)C(=O)NC1=NC=CC=C1C)C)O